methyl 4-(4-(tert-butyldimethylsilyloxy)cyclohexylamino)-6-chloropyridazine-3-carboxylate [Si](C)(C)(C(C)(C)C)OC1CCC(CC1)NC1=C(N=NC(=C1)Cl)C(=O)OC